ClC=1C=C2C=C(NC2=CC1)CNC(N([C@H]1CN(CCC1)C(CN1C(CCC1)=O)=O)C)=O (R)-3-((5-chloro-1H-indol-2-yl)methyl)-1-methyl-1-(1-(2-(2-oxopyrrolidin-1-yl)acetyl)piperidin-3-yl)urea